N,N-bis(2-hydroxyethyl)-N-(3'-dodecyloxy-2'-hydroxypropyl)methyl-ammonium sulphate S(=O)(=O)([O-])[O-].OCC[N+](CC(COCCCCCCCCCCCC)O)(CCO)C.OCC[N+](CCO)(CC(COCCCCCCCCCCCC)O)C